Chloromethyl 17-ethoxycarbonyloxy-11-hydroxy-10,13-dimethyl-3-oxo-7,8,9,11,12,14,15,16-octahydro-6H-cyclopenta[a]phenanthrene-17-carboxylate C(C)OC(=O)OC1(CCC2C3CCC4=CC(C=CC4(C3C(CC12C)O)C)=O)C(=O)OCCl